ClC1=CC=2/C=C/C=3C=4N=C(C(N(CCCCOC2N=C1)CC)=O)C=CC4NN3 (17E)-15-chloro-7-ethyl-8,9,10,11-tetrahydro-2H-3,5-ethenopyrazolo[4,3-j]pyrido[3,2-n][1,6,9]oxadiazacyclopentadecin-6(7H)-one